FC(C1=C(C=C2CCCN(C2=C1)C1=CC=C2CCC(N(C2=C1)C)=O)C=1C=CC(=NC1)C(=O)[O-])F.[Li+] Lithium 5-(7-(difluoromethyl)-1'-methyl-2'-oxo-1',2',3,3',4,4'-hexahydro-2H-[1,7'-biquinolin]-6-yl)picolinate